N[C@@](C(=O)N1C=CC2=CC(=CC=C12)C1=CC(=NC=C1)C(F)F)(CC(C)C)C (R)-2-amino-1-{5-[2-(difluoromethyl)pyridin-4-yl]-1H-indol-1-yl}-2,4-dimethylpentan-1-one